The molecule is the hydrochloride salt of pibutidine. It is a H2 receptor antagonist which was developed for the treatment of peptic ulcers and duodenal ulcers. It was in phase III clinical trials in Japan (now discontinued). It has a role as an anti-ulcer drug and a H2-receptor antagonist. It contains a pibutidine(1+). C1CCN(CC1)CC2=CC(=NC=C2)OC/C=C\\CNC3=C(C(=O)C3=O)N.Cl